SC(C(O)=O)CCCCCCCC mercaptocapric acid